COC=1C=C2C=CC(=NC2=CC1OC)C1=CC=CC=C1 6,7-dimethoxy-2-phenylquinoline